C(#N)C1=C2C(=NC=C1OC1=CC(=NC=C1)NC(=O)NC)N=C(N2C)NC2=NN1CCOCC(C1=C2)(C)C 1-(4-((7-cyano-2-((4,4-dimethyl-4,5,7,8-tetrahydropyrazolo[1,5-d][1,4]oxazepin-2-yl)amino)-1-methyl-1H-imidazo[4,5-b]pyridin-6-yl)oxy)pyridin-2-yl)-3-methylurea